3-(((3R,3aR,6R,6aR)-6-(benzyloxy)hexahydrofuro[3,2-b]furan-3-yl)oxy)propanal C(C1=CC=CC=C1)O[C@@H]1CO[C@H]2[C@@H]1OC[C@H]2OCCC=O